C(C)(C)(C)OC(N(CC1=CC=C(C=C1)C1=NC=CC=N1)C1=CC(=NC=2N1N=CC2C(C)C)Cl)=O (5-chloro-3-isopropylpyrazolo[1,5-a]pyrimidin-7-yl)(4-(pyrimidin-2-yl)benzyl)carbamic acid tert-butyl ester